methyl 6-(prop-1-en-2-yl)pyridazine-4-carboxylate C=C(C)C1=CC(=CN=N1)C(=O)OC